n-docosyl dodecyl ether C(CCCCCCCCCCC)OCCCCCCCCCCCCCCCCCCCCCC